NC1=C(C#N)C=C(C=C1)C(CBr)=O 2-amino-5-(2-bromoacetyl)benzonitrile